O[C@@H](C)C1=C2C(=NC=C1)N(N=C2CNC(C=C)=O)C2=CC=C(C=C2)OC(F)(F)F N-[[4-[(1S)-1-hydroxyethyl]-1-[4-(trifluoromethoxy)phenyl]pyrazolo[3,4-b]pyridin-3-yl]methyl]prop-2-enamide